C(C(=C)C)(=O)N1CCN(CC1)C1=CC=C(C=C1)C=1C=2N(C=C(C1)C=1C=NN(C1)C)N=CC2C#N 4-(4-(4-Methacryloylpiperazin-1-yl)phenyl)-6-(1-methyl-1H-pyrazol-4-yl)pyrazolo[1,5-a]pyridine-3-carbonitrile